CC(CC)S(=O)(=O)NC=1C(=C(C(=O)OC)C=CC1)F methyl 3-(butane-2-sulfonylamino)-2-fluorobenzoate